N-ethyl-5,6,7,8-tetrahydro-4H-pyrazolo[1,5-a][1,4]diazepin-2-carboxamide C(C)NC(=O)C1=NN2C(CNCCC2)=C1